(R)-N-((1R,2R)-3-(azetidin-1-yl)-1-(2,3-dihydrobenzo[b][1,4]dioxin-6-yl)-1-hydroxypropan-2-yl)-1-(6-fluoronaphthalen-2-yl)pyrrolidine-3-carboxamide N1(CCC1)C[C@H]([C@H](O)C1=CC2=C(OCCO2)C=C1)NC(=O)[C@H]1CN(CC1)C1=CC2=CC=C(C=C2C=C1)F